C=CC=CC (+)-piperylene